NC1(CCN(CC1)C(=O)OCC1=CC=CC=C1)C1=CC(=C(C=C1)Cl)F benzyl 4-amino-4-(4-chloro-3-fluoro-phenyl)piperidine-1-carboxylate